4-Amino-8-[2-fluoro-5-(tetrahydropyran-4-ylmethoxy)phenyl]-2-oxo-N-propyl-1H-quinoline-3-carboxamide NC1=C(C(NC2=C(C=CC=C12)C1=C(C=CC(=C1)OCC1CCOCC1)F)=O)C(=O)NCCC